methyl 7-chloro-3-fluoro-1-((2-(trimethylsilyl)ethoxy)methyl)-1H-pyrrolo[3,2-b]pyridine-5-carboxylate ClC1=C2C(=NC(=C1)C(=O)OC)C(=CN2COCC[Si](C)(C)C)F